C(C1=CC=CC=C1)(=O)N1CC2(C1)CC(C(C(C2)=O)C2=C(C=C(C=C2C)C#CC)C)=O 2-benzoyl-7-(2,6-dimethyl-4-prop-1-ynyl-phenyl)-2-azaspiro[3.5]nonane-6,8-dione